3-benzyl-1-[(6-ethyl-2-oxo-1H-quinolin-3-yl)methyl]-1-(furan-2-ylmethyl)thiourea C(C1=CC=CC=C1)NC(N(CC=1OC=CC1)CC=1C(NC2=CC=C(C=C2C1)CC)=O)=S